4-nitrobenzenesulfonyl fluoride [N+](=O)([O-])C1=CC=C(C=C1)S(=O)(=O)F